CC1CCC(N(C1)[C@H]1CNCCC1)=O (3'R)-5-methyl-2-oxo-[1,3'-bipiperidine]